ClC1=C2C=CC(=NC2=NC=C1)C=1C=NN(C1)C 5-chloro-2-(1-methyl-1H-pyrazol-4-yl)-1,8-naphthyridine